CC(CN1CCOCC1)(C)NC(=O)C=1C=2C[C@@H]3[C@H](C2N(N1)C=1C=NC(=CC1)Br)C3 (1aR,5aR)-2-(6-Bromo-pyridin-3-yl)-1a,2,5,5a-tetrahydro-1H-2,3-diaza-cyclopropa[a]pentalene-4-carboxylic Acid (1,1-Dimethyl-2-morpholin-4-yl-ethyl)-amide